N1(N=CC=C1)CC1=CC2=C(C(=NO2)N)C2=C1OC(O2)(F)F 4-((1H-pyrazol-1-yl)methyl)-2,2-difluoro-[1,3]dioxolo[4',5':5,6]benzo[1,2-d]isoxazol-8-amine